6-amino-N-tert-butylpyridine-3-sulfonamide NC1=CC=C(C=N1)S(=O)(=O)NC(C)(C)C